C(#N)CC=1C(=NN(C1C)C)C(=O)OCC ethyl 4-(cyanomethyl)-1,5-dimethyl-pyrazole-3-carboxylate